BrC(C=C=O)C(C(=O)[O-])CC(F)(F)F 2-(1-bromo-2-carbonylethyl)-4,4,4-trifluorobutyrate